OC1=C(C#N)C(=CC(=N1)O)C 2,6-dihydroxy-4-methylnicotinonitrile